ClC=1C=NC2=C(C(=NC=C2C1N1[C@@H]2CCN([C@@H]2C1)C(C=C)=O)C1=CC=CC2=CC=C(C(=C12)C#C)F)F 1-((1R,5R)-6-(3-chloro-7-(8-ethynyl-7-fluoronaphthalen-1-yl)-8-fluoro-1,6-naphthyridin-4-yl)-2,6-diazabicyclo[3.2.0]heptan-2-yl)prop-2-en-1-one